5-bromo-2-chloro-3-(2-methoxyethoxy)pyridine BrC=1C=C(C(=NC1)Cl)OCCOC